N1(N=CC=C1)CC=1C(=NC(=CC1)Cl)OC(F)(F)F 3-((1H-pyrazol-1-yl)methyl)-6-chloro-2-(trifluoromethoxy)pyridine